[Pd+2].[Pd+2].C1(=C(C=CC=C1)P(C1=C(CC(C(=O)[O-])CC2=C(C=CC=C2)P(C2=C(C=CC=C2)C)C2=C(C=CC=C2)C)C=CC=C1)C1=C(C=CC=C1)C)C.C1(=C(C=CC=C1)P(C1=C(C=CC=C1)C)C1=C(CC(C(=O)[O-])CC2=C(C=CC=C2)P(C2=C(C=CC=C2)C)C2=C(C=CC=C2)C)C=CC=C1)C.C1(=C(C=CC=C1)P(C1=C(C=CC=C1)C)C1=C(CC(C(=O)[O-])CC2=C(C=CC=C2)P(C2=C(C=CC=C2)C)C2=C(C=CC=C2)C)C=CC=C1)C.C1(=C(C=CC=C1)P(C1=C(C=CC=C1)C)C1=C(CC(C(=O)[O-])CC2=C(C=CC=C2)P(C2=C(C=CC=C2)C)C2=C(C=CC=C2)C)C=CC=C1)C trans-bis[2-(di-o-tolylphosphino)benzyl]acetate dipalladium